C(C)(C)(C)OC(=O)N1CCC(CC1)CN1CCC(CC1)C1CCN(CC1)C1=CC2=C(N(C(N2C)=O)C2C(NC(CC2)=O)=O)C=C1 4-((1'-(1-(2,6-dioxopiperidin-3-yl)-3-methyl-2-oxo-2,3-dihydro-1H-benzo[d]imidazol-5-yl)-[4,4'-bipiperidin]-1-yl)methyl)piperidine-1-carboxylic acid tert-butyl ester